4-methyl-1-naphthalenesulfonamide CC1=CC=C(C2=CC=CC=C12)S(=O)(=O)N